C(C)CC(=O)O.C(C)Cl ethyl chloride (ethyl acetate)